[NH4+].[NH4+].O.O.O.O.O.O.[O-]S(=O)(=O)[O-].[O-]S(=O)(=O)[O-].[Ni+2] The molecule is a hydrate that is the hexahydrate form of ammonium nickel sulfate. It is a hydrate, a nickel coordination entity, an ammonium salt and a metal sulfate. It contains an ammonium nickel sulfate.